5-(1-(2-methoxyethyl)-3,4-dimethyl-2-oxo-5-phenyl-2,3-dihydro-1H-pyrrol-3-yl)valeronitrile COCCN1C(C(C(=C1C1=CC=CC=C1)C)(C)CCCCC#N)=O